CC1=NC(=CC=C1C=1C=C(C(=C(C1)C1=CC=CC=C1)C1=CC=CC=C1)C#N)C 5'-(2,6-dimethylpyridin-3-yl)-[1,1':2',1''-terphenyl]-3'-carbonitrile